4-Methoxybenzyl 3-((cis)-1-benzyl-3,3-difluorohexahydropyrrolo[3,4-b]pyrrol-5(1H)-yl)-2,2-dimethylpropanoate C(C1=CC=CC=C1)N1[C@@H]2[C@H](C(C1)(F)F)CN(C2)CC(C(=O)OCC2=CC=C(C=C2)OC)(C)C